2,2':3',2'':3'',2'''-Quaterthiophene S1C(=CC=C1)C=1SC=CC1C=1SC=CC1C=1SC=CC1